1-(4-(hexyl-6,6,6-d3)-2,5-dimethoxyphenyl)butan-2-amine C(CCCCC([2H])([2H])[2H])C1=CC(=C(C=C1OC)CC(CC)N)OC